N-(4-(3,4-dihydroxyphenyl)-5-phenylthiazol-2-yl)-3,4-dihydroxybenzamide OC=1C=C(C=CC1O)C=1N=C(SC1C1=CC=CC=C1)NC(C1=CC(=C(C=C1)O)O)=O